ClC=1C=C2C(CN(C2=CC1)C(CCCCCCC)=O)(C)CCN(C(C)=O)C N-(2-(5-chloro-3-methyl-1-octanoylindolin-3-yl)ethyl)-N-methylacetamide